(5'S,7a'R)-5'-(3,5-difluorophenyl)-1-[5-fluoro-4-(3-methoxy-3-methylazetidine-1-carbonyl)pyrimidin-2-yl]tetrahydro-3'H-spiro[piperidine-4,2'-pyrrolo[2,1-b][1,3]oxazol]-3'-one FC=1C=C(C=C(C1)F)[C@@H]1CC[C@H]2OC3(C(N21)=O)CCN(CC3)C3=NC=C(C(=N3)C(=O)N3CC(C3)(C)OC)F